FC(C(/C(=C(/C(C(C(F)(F)F)(F)F)(F)F)\OC)/F)(F)F)(F)F (E)-1,1,1,2,2,3,5,5,6,6,7,7,7-tridecafluoro-4-methoxyhept-3-ene